ClC1=NC(=NC=C1Cl)OC 4,5-dichloro-2-methoxypyrimidine